3-(2-((4-((S)-2-(4-chloro-2-fluorophenyl)-2-methylbenzo[d][1,3]dioxol-4-yl)piperidin-1-yl)methyl)-5-methyl-1-(((S)-oxetan-2-yl)methyl)-1H-imidazol-4-yl)isoxazole-5-carboxylic acid ClC1=CC(=C(C=C1)[C@@]1(OC2=C(O1)C=CC=C2C2CCN(CC2)CC=2N(C(=C(N2)C2=NOC(=C2)C(=O)O)C)C[C@H]2OCC2)C)F